((3-(((t-butoxycarbonyl)amino)methyl)-4-chlorobenzyl)amino)-1H-pyrrole-2-carboxylic acid ethyl ester C(C)OC(=O)C=1N(C=CC1)NCC1=CC(=C(C=C1)Cl)CNC(=O)OC(C)(C)C